ClC1=C(C=CC(=C1)C1=NC2=C(C(O1)=O)C=CC=C2)C2=NC1=C(C(O2)=O)C=CC=C1 2,2'-(2-chloro-p-phenylene)bis(3,1-benzoxazine-4-one)